N1CCC(CC1)C1=CC=C(C=C1)N[C@H]1C(NC(CC1)=O)=O |r| RAC-3-((4-(PIPERIDIN-4-YL)PHENYL)AMINO)PIPERIDINE-2,6-DIONE